C(C)(C)N1NCC=2N=C(N=C(C21)N[C@@H](C)C=2C=NC1=CC=CC=C1C2)N2CCN(CC2)C(C)=O 1-{4-[1-Isopropyl-7-((S)-1-quinolin-3-yl-ethylamino)-2H-pyrazolo[4,3-d]pyrimidin-5-yl]-piperazin-1-yl}-ethanon